CP(C1=CC(=C(C=C1)[N+](=O)[O-])S(=O)(=O)C)(C)=O dimethyl-(3-(methylsulfonyl)-4-nitrophenyl)phosphine oxide